FC=1C=C(C=CC1C)CNC(=O)N1[C@H](CCC1)C(=O)NC1=CC=C(C=C1)C1=CC=C(C=C1)C(=O)O 4'-[(1-{[(3-fluoro-4-methylphenyl)methyl]carbamoyl}-D-prolyl)amino][1,1'-biphenyl]-4-carboxylic acid